7-(2-methoxyphenyl)-1H-indole-2-carboxylic acid COC1=C(C=CC=C1)C=1C=CC=C2C=C(NC12)C(=O)O